4-(4-cyclohexylphenyl)-1H-indazol-3-amine C1(CCCCC1)C1=CC=C(C=C1)C1=C2C(=NNC2=CC=C1)N